4-((6-methoxy-2-(4-methyl-1,4-diazepan-1-yl)-7-(3-(pyrrolidin-1-yl)propoxy)quinazolin-4-yl)amino)tetrahydro-2H-thiopyran 1,1-dioxide COC=1C=C2C(=NC(=NC2=CC1OCCCN1CCCC1)N1CCN(CCC1)C)NC1CCS(CC1)(=O)=O